3-fluoro-1H-pyrrole-2-carboxamide FC1=C(NC=C1)C(=O)N